[Si+4].[Ti+4].[O-2].[Al+3] aluminum oxide titanium silicon